FC=1C=C(C=CC1)C#CC=1C=C2CCC(C2=CC1C)=O 5-[2-(3-fluorophenyl)ethynyl]-6-methyl-indan-1-one